(E)-4-(methylamino)-4-(methylthio)but-3-en-2-one CN\C(=C/C(C)=O)\SC